1-(5-Bromo-2-fluoropyridin-3-yl)-N-[(1R)-1-[3-(1,1-difluoro-2-hydroxy-ethyl)2-fluoro-phenyl]ethyl]-6-oxo-pyridazine-3-carboxamide BrC=1C=C(C(=NC1)F)N1N=C(C=CC1=O)C(=O)N[C@H](C)C1=C(C(=CC=C1)C(CO)(F)F)F